C(C)N(C1CN(CC1)C1=CC=C(C=N1)C1(NNC(=N1)N)N)CC 3-(6-(3-diethylaminopyrrolidin-1-yl)pyridin-3-yl)-1H-1,2,4-triazole-3,5-diamine